FC(C(=O)NCC1=CC=C(C(=O)NC2=C(C=CC=C2)NC(OC(C)(C)C)=O)C=C1)(F)F tert-butyl (2-(4-((2,2,2-tri-fluoro-acetamido)-methyl)-benzamido)-phenyl)-carbamate